C/C(/C(C)=O)=C\C1=CC=C(C=C1)C (E)-3-methyl-4-(4-methylphenyl)-but-3-en-2-one